S(=O)(=O)([O-])[O-].C[N+]1=CNC=C1.C[N+]1=CNC=C1 3-methylimidazolium sulfate